CC1=NC=CC(=C1NC(C1=C(C=C(C(=C1)F)N1N=C2COCCCN2C1=O)O[C@H](C(F)(F)F)C)=O)C N-(2,4-Dimethylpyridin-3-yl)-5-fluoro-4-(3-oxo-6,7-dihydro-3H,5H-[1,2,4]triazolo[3,4-c][1,4]oxazepin-2(9H)-yl)-2-{[(2S)-1,1,1-trifluoropropan-2-yl]oxy}benzamide